C1(=CC=CC=C1)C(CC(=O)O)CC=1SC=CC1 3-phenyl-4-(2-thienyl)butyric acid